5-bromo-N,1-dimethyl-benzoimidazol-2-amine BrC1=CC2=C(N(C(=N2)NC)C)C=C1